C1(CC1)C(=O)NC1=CC(=C(N=N1)C(=O)NC([2H])([2H])[2H])NC1=C(C(=CC=C1)C1=NC(=NO1)[C@H]([C@@H](C)O)NC(C)=O)OC 6-Cyclopropanecarboxamido-4-[(3-{3-[(1R,2R)-1-acetamido-2-hydroxypropyl]-1,2,4-oxadiazol-5-yl}-2-methoxyphenyl)amino]-N-(2H3)methylpyridazine-3-carboxamide